O=C1N(C2=CC=CC=C2C(N1)=O)CC=1C=CC(=C(C(=O)N2CC=3N(CC2)C(=NN3)C3=CC=C(O3)C#N)C1)F 5-(7-(5-((2,4-dioxo-3,4-dihydroquinazolin-1(2H)-yl)methyl)-2-fluorobenzoyl)-5,6,7,8-tetrahydro-[1,2,4]triazolo[4,3-a]pyrazin-3-yl)furan-2-carbonitrile